(2S,3S,4R,5R)-3-((tert-butyldimethylsilyl)oxy)-5-(2,4-dioxo-3,4-dihydropyrimidin-1(2H)-yl)-N,4-dimethoxy-N-methyltetrahydrofuran-2-carboxamide [Si](C)(C)(C(C)(C)C)O[C@@H]1[C@H](O[C@H]([C@@H]1OC)N1C(NC(C=C1)=O)=O)C(=O)N(C)OC